CC1=C(C=CC=C1)Br 2-methylphenyl bromide